2-Amino-6-(2-(3-bromoisoxazol-5-yl)ethyl)-7-oxo-6-phenyl-4,5,6,7-tetrahydrobenzo[b]thiophene-3-carboxylic acid NC1=C(C2=C(S1)C(C(CC2)(C2=CC=CC=C2)CCC2=CC(=NO2)Br)=O)C(=O)O